C(C=C)N1N(C2=NC(=NC=C2C1=O)NC1=CC=C(C=C1)Cl)C1=NC(=CC=C1)OC1CCN(CC1)C allyl-6-(p-chlorophenylamino)-1-[6-(1-methyl-4-piperidyloxy)-2-pyridyl]-1,2-dihydro-3H-1,2,5,7-tetraazainden-3-one